Cl.CNC1CC=2C(OC1)=CSC2C(F)(F)F N-methyl-5-(trifluoromethyl)-3,4-dihydro-2H-thieno[3,4-b]pyran-3-amine hydrochloride